OCCN1CCN(CC1)CCNC=C1CCC(CC1)C1=CC=C(C=C1)O 2-(((2-(4-(2-hydroxyethyl)piperazin-1-yl)ethyl)amino)methylene)-5-(4-hydroxyphenyl)cyclohexane